[2H]CCCCCCCCCCCCCC deutero-tetradecane